4,4'-thiobis(3,6-di-secamylphenol) S(C1=C(C=C(C(=C1)C(C)CCC)O)C(C)CCC)C1=C(C=C(C(=C1)C(C)CCC)O)C(C)CCC